ClC=1C=C(C=CC1Cl)N1N=C(C2=C1CC([C@H]2O)(F)F)C(F)(F)F (4S)-1-(3,4-dichlorophenyl)-5,5-difluoro-3-(trifluoromethyl)-4,6-dihydro-cyclopenta[c]pyrazol-4-ol